ClC=1C=CC(=NC1)C1=NN=C(S1)C1=NN(C(C=C1)=O)CC(=O)NCC 2-(3-(5-(5-chloropyridin-2-yl)-1,3,4-thiadiazol-2-yl)-6-oxopyridazin-1(6H)-yl)-N-ethylacetamide